C1(=CC=CC=C1)CCCNC(=O)[C@H]1N(CCCC1)C(=O)OC(C)(C)C tert-butyl (S)-2-((3-phenylpropyl) carbamoyl)piperidine-1-carboxylate